BrC1=C(C(=O)O)C(=CC(=C1)Cl)F 2-Bromo-4-chloro-6-fluorobenzoic acid